FC=1C=C(/C=C/C=2C=C3CC(C(C3=CC2)NC(O[C@@H]2CN3CCC2CC3)=O)(C)C)C=CC1 (S)-quinuclidin-3-yl (5-((E)-3-fluorostyryl)-2,2-dimethyl-2,3-dihydro-1H-inden-1-yl)carbamat